α-methylbenzylisocyanide CC(C1=CC=CC=C1)[N+]#[C-]